Methyl (1R,2R,3S,4S)-3-((tert-butoxycarbonyl)amino)-7-oxabicyclo[2.2.1]heptane-2-carboxylate C(C)(C)(C)OC(=O)N[C@H]1[C@H]([C@H]2CC[C@@H]1O2)C(=O)OC